N1(CCNCC1)C=1C=CC=C2C(=CN=CC12)N1C(NC(CC1)=O)=O 1-(8-piperazin-1-yl-4-isoquinolinyl)hexahydropyrimidine-2,4-dione